2-(3-cyanophenyl)-3-(2,6-dimethyl-4-pyridinyl)-N-[(3R,4S)-4-hydroxytetrahydrofuran-3-yl]pyrazolo[1,5-a]pyrimidine-5-carboxamide C(#N)C=1C=C(C=CC1)C1=NN2C(N=C(C=C2)C(=O)N[C@@H]2COC[C@H]2O)=C1C1=CC(=NC(=C1)C)C